C(C)S(=O)(=O)C[C@@H]1[C@H](N(C1)C=1N=CC(=C2C=C(N=CC12)NC1=NC(=NC=N1)N1C[C@](CCC1)(C)F)C(C)C)C (3R,4S)-1-(4-((8-((2R,3S)-3-((ethylsulfonyl)methyl)-2-methylazetidine-1-yl)-5-isopropyl-2,7-naphthyridin-3-yl)amino)-1,3,5-triazin-2-yl)-3-fluoro-3-methylpiperidine